Methyl 5-(3-cyclopropoxyphenyl)-1-[2-(difluoromethoxy)phenyl]-1H-pyrazole-3-carboxylate C1(CC1)OC=1C=C(C=CC1)C1=CC(=NN1C1=C(C=CC=C1)OC(F)F)C(=O)OC